O1CCC(=CC1)C1=CC2=C(N(C=N2)C2=CC(=C(C(=O)NCC(F)(F)F)C(=C2)OC)OC)C=C1 4-[5-(3,6-dihydro-2H-pyran-4-yl)benzimidazol-1-yl]-2,6-dimethoxy-N-(2,2,2-trifluoroethyl)benzamide